N-{5-[3-(4,4-difluorocyclohexyl)-1,2,4-oxadiazol-5-yl]-4,5,6,7-tetrahydro[1,3]thiazolo[5,4-c]pyridin-2-yl}-N'-[(1r,2r)-2-hydroxycyclopentyl]urea FC1(CCC(CC1)C1=NOC(=N1)N1CC2=C(CC1)N=C(S2)NC(=O)N[C@H]2[C@@H](CCC2)O)F